O[C@H]1[C@@H](CCCC1)NC=1N=NC(=C2C1C=NC=C2)C2=C(C=C1C(CCO1)=C2O)C 5-[4-[[(1R,2R)-2-Hydroxycyclohexyl]amino]pyrido[3,4-d]pyridazin-1-yl]-6-methyl-2,3-dihydrobenzofuran-4-ol